4-[7-[4-hydroxy-4-meth-ylcyclohexyl]-2-[(3,3,3-trifluoro-propyl)amino]-pyrrolo[2,3-d]-pyrimidin-5-yl]-benzaldehyde OC1(CCC(CC1)N1C=C(C2=C1N=C(N=C2)NCCC(F)(F)F)C2=CC=C(C=O)C=C2)C